COC(=O)C=1C(N(C(=C(C1)C(=C)OCC)C)C1=CC=C(C=C1)F)=O 5-(1-ethoxyvinyl)-1-(4-fluorophenyl)-6-methyl-2-oxo-1,2-dihydropyridine-3-carboxylic acid methyl ester